2-(4-Cyano-3-methyl-phenoxy)-N-(5,6-dimethoxy-benzothiazol-2-yl)-2-(4-ethanesulfonyl-phenyl)-acetamide C(#N)C1=C(C=C(OC(C(=O)NC=2SC3=C(N2)C=C(C(=C3)OC)OC)C3=CC=C(C=C3)S(=O)(=O)CC)C=C1)C